(1R,2S)-2-((S)-5H-Imidazo[5,1-a]isoindol-5-yl)-8-oxaspiro[4.5]decan-1-ol C=1N=CN2C1C1=CC=CC=C1[C@@H]2[C@H]2[C@H](C1(CC2)CCOCC1)O